NC1=NC(=C(C=2N1N=C(N2)CC2=NC=CC=C2F)C=2C=CC(N(C2)[C@@H]2COCC2)=O)C2=CC=C(C=C2)F 5-[5-amino-7-(4-fluorophenyl)-2-[(3-fluoropyridin-2-yl)methyl]-[1,2,4]triazolo[1,5-c]pyrimidin-8-yl]-1-[(3S)-oxolane-3-yl]-1,2-dihydropyridin-2-one